BrC1=C2C(=NN(C2=CC=C1C)C1OCCCC1)C 4-bromo-3,5-dimethyl-1-(tetrahydro-2H-pyran-2-yl)-1H-indazole